COC(=O)C=1N=NC(=CC1)N1CCC(CC1)OC1=C(C=CC=C1Cl)Cl.ClC1=C(OC2CCN(CC2)C2=CC=C(N=N2)C(=O)NN)C(=CC=C1)Cl 6-(4-(2,6-dichlorophenoxy)piperidin-1-yl)pyridazine-3-carbohydrazide Methyl-6-(4-(2,6-dichlorophenoxy)piperidin-1-yl)pyridazine-3-carboxylate